C(=CCCCCCCCCCCCCCCCC)N1C=C(C(C=C1)=O)OCC1=CC=C(C=C1)O N-octadecenyl-3-(4-hydroxybenzyloxy)-pyridin-4-one